C(#N)CC(=O)N[C@@H](C)C(=O)O (2-Cyanoacetyl)-L-alanine